CN1CC2=C(CC1)C(=NN2)C(=O)N2CCC(CC2)C2=C(C=CC=C2)C(F)(F)F (6-methyl-4,5,6,7-tetrahydro-1H-pyrazolo[3,4-c]pyridin-3-yl)(4-(2-(trifluoromethyl)phenyl)piperidin-1-yl)methanone